5-(methoxymethyl)-1-methyl-1H-pyrazol-3-ylamine COCC1=CC(=NN1C)N